N[C@H](CO)C1=C(C=CC(=C1)F)O (S)-2-(1-amino-2-hydroxyethyl)-4-fluorophenol